6-{[(2S)-1-[(2S,4R)-4-hydroxy-2-({[4-(4-methyl-1,3-thiazol-5-yl)phenyl]methyl}carbamoyl)pyrrolidin-1-yl]-3,3-dimethyl-1-oxobutan-2-yl]carbamoyl}hexanoic acid O[C@@H]1C[C@H](N(C1)C([C@H](C(C)(C)C)NC(=O)CCCCCC(=O)O)=O)C(NCC1=CC=C(C=C1)C1=C(N=CS1)C)=O